O1C=2C(OCC1COCCC(S(=O)(=O)[O-])CC(C)C)=CSC2.[Na+].[Na+].O2C=1C(OCC2COCCC(S(=O)(=O)[O-])CC(C)C)=CSC1 sodium Sodium 3-[(2,3-dihydrothieno[3,4-b][1,4]dioxin-2-yl) methoxy]-1-isobutyl-1-propanesulfonate